C1(=CC=CC=C1)C(C#C)(C)O[SiH2]C(C1=CC=CC=C1)C1=CC=CC=C1 (3-phenyl-1-butyn-3-oxy)diphenylmethylsilane